O1CCN(CC1)C1C2C(=NNC1=O)C1CCC(C2)N1C(=O)OC(C)(C)C tert-butyl (±)-4-morpholino-3-oxo-3,4,4a,5,6,7,8,9-octahydro-2H-6,9-epiminocyclohepta[c]pyridazine-10-carboxylate